N1N=C(N=C1)C1=CC=2C=NC(=CC2N1)NC(=O)C=1C=NN(C1)C N-(2-(1H-1,2,4-triazol-3-yl)-1H-pyrrolo[3,2-c]pyridin-6-yl)-1-methyl-1H-pyrazole-4-carboxamide